CCOC1=NC2=CC=CC(=C2N1CC3=CC=C(C=C3)C4=CC=CC=C4C5=NOC(=O)N5)C(=O)OCC6=C(OC(=O)O6)C The molecule is a carboxylic ester obtained by formal condensation of the carboxy group of azilsartan with the hydroxy group of 4-(hydroxymethyl)-5-methyl-1,3-dioxol-2-one. A prodrug for azilsartan, it is used for treatment of hypertension. It has a role as a prodrug, an angiotensin receptor antagonist and an antihypertensive agent. It is a member of benzimidazoles, a dioxolane, a cyclic carbonate ester, a 1,2,4-oxadiazole, an aromatic ether and a carboxylic ester. It derives from an azilsartan. It is a conjugate acid of an azilsartan medoxomil(1-).